CN(C(C)C)C dimethylisopropyl-amine